4-(2-PYRIDINYL)-PHENYL-ACETAMID N1=C(C=CC=C1)C1=CC=C(C=C1)CC(=O)N